OC(CN1C(C(=CC2=CN=C(C=C12)NC(=O)C1CC1)C=1C=NC(=CC1C)C(CCC)O)=O)(C)C N-(1-(2-hydroxy-2-methylpropyl)-3-(6-(1-hydroxybutyl)-4-methylpyridin-3-yl)-2-oxo-1,2-dihydro-1,6-naphthyridin-7-yl)cyclopropanecarboxamide